NCC(C1=CSC=C1)C1=CC=C(C=C1)C1=C(C=C(C#N)C=C1)OC1=NC(=NC(=C1)N1CCOCC1)C 4-[4-(2-amino-1-thiophen-3-ylethyl)phenyl]-3-(2-methyl-6-morpholin-4-ylpyrimidin-4-yl)oxybenzonitrile